Tri(n-butyl)-phosphat C(CCC)OP(=O)(OCCCC)OCCCC